3-((3,5-dibromo-4-((4-oxo-3,4-dihydro-phthalazin-1-yl)oxy)phenyl)amino)-3-oxopropanoic acid BrC=1C=C(C=C(C1OC1=NNC(C2=CC=CC=C12)=O)Br)NC(CC(=O)O)=O